CN1C(=C(C=C1C)C1=NN2C(=NC=3C=CC=CC3C2=N1)N[C@H]1C(NCCCC1)=O)C (3R)-3-{[2-(1,2,5-trimethyl-1H-pyrrol-3-yl)[1,2,4]triazolo[1,5-c]quinazolin-5-yl]amino}azepan-2-one